C(#N)C1=CC=C(C=C1)C(C(C)C)(CCC)C1=CC=C(C=C1)C#N 3,3-bis(4-cyanophenyl)-2-methylhexane